C1(CC1)[C@@H]1CCOC1 (3S,4S)-4-Cyclopropyltetrahydrofuran